C=C(C(=O)OCC1=CC=CC=C1)\C=C\CCCCCOCC1=CC=CC=C1 benzyl (E)-2-methylene-9-phenylmethoxynon-3-enoate